2-[(E)-3-chloroallyloxyimino]propyl-[2-(propylthio)propyl]-3-hydroxycyclohex-2-enone ClC=CCO\N=C(\CC1C(=C(C(CC1)=O)CC(C)SCCC)O)/C